OCC1CCC(CO1)N1C2=NC(=NC=C2N(C1=O)C)NC=1C(=CC2=C(CCO2)C1)C (6-(hydroxymethyl)tetrahydro-2H-pyran-3-yl)-7-methyl-2-((6-methyl-2,3-dihydrobenzofuran-5-yl)amino)-7,9-dihydro-8H-purin-8-one